[N+](=O)([O-])C=1C=C(C=CC2=CC(=C(C(=C2)OC)OC)OC)C=CC1OC 3'-nitro-3,4,4',5-tetramethoxystilbene